5-(4-nitro-2-(trifluoromethyl)phenoxy)octahydrocyclopenta[c]pyrrole [N+](=O)([O-])C1=CC(=C(OC2CC3C(CNC3)C2)C=C1)C(F)(F)F